(1''R,2''R)-3',5'-dihydroxy-5''-methyl-2''-(prop-1-en-2-yl)-1'',2'',3'',4''-tetrahydro-[1,1':4',1''-terphenyl]-3-carboxylic acid OC=1C=C(C=C(C1[C@H]1[C@@H](CCC(=C1)C)C(=C)C)O)C1=CC(=CC=C1)C(=O)O